8-azabicyclo[3.2.1]octane-3-carboxylic acid C12CC(CC(CC1)N2)C(=O)O